1-methyl-2-thioxoimidazol-4-one CN1C(NC(C1)=O)=S